C(CCCCC)P([O-])=O.[Fe+2].C(CCCCC)P([O-])=O iron (II) (hexyl phosphinate)